FC=1C=C2C(C(=CN(C2=NC1N1CC(C1)C(NC1=NN(C(=C1)C)C(C)C)=O)C1=NC(=NS1)C=1C=NC=CC1)C(=O)O)=O 6-fluoro-7-(3-{[5-methyl-1-(propan-2-yl)-1H-pyrazol-3-yl]carbamoyl}azetidin-1-yl)-4-oxo-1-[3-(pyridin-3-yl)-1,2,4-thiadiazol-5-yl]-1,4-dihydro-1,8-naphthyridine-3-carboxylic acid